2-octyl-4-isothiazolin-3-one hydrochloride salt Cl.C(CCCCCCC)N1SC=CC1=O